FC1(CN(C1)C1=NC(=CC(=N1)C1=NN=C(S1)C1=C(C=C(C=C1)NS(=O)(=O)CCO)N1CCC2(CC2)CC1)C)F N-(4-(5-(2-(3,3-difluoroazetidin-1-yl)-6-methylpyrimidin-4-yl)-1,3,4-thiadiazole-2-yl)-3-(6-azaspiro[2.5]octane-6-yl)phenyl)-2-hydroxyethane-1-sulfonamide